ClC=1N(C(=C(C1C(=O)O)C)C(C(N[C@H](C(F)(F)F)C)=O)=O)C (S)-2-chloro-1,4-dimethyl-5-(2-oxo-2-((1,1,1-trifluoropropan-2-yl)amino)acetyl)-1H-pyrrole-3-carboxylic acid